3-((2S)-3-(8-(6'-(aminomethyl)-3,3'-bipyridin-5-ylsulfonyl)-1-oxa-8-azaspiro[4.5]decan-3-ylamino)-2-hydroxypropoxy)-N-methylbenzenesulfonamide NCC1=CC=C(C=N1)C=1C=NC=C(C1)S(=O)(=O)N1CCC2(CC(CO2)NC[C@@H](COC=2C=C(C=CC2)S(=O)(=O)NC)O)CC1